C1(CC1)C1=NC=C(C(=N1)N1CCC2(CC1)OC1=C(C2)C=C(C=C1)F)C#N 2-cyclopropyl-4-(5-fluoro-3H-spiro[benzofuran-2,4'-piperidin]-1'-yl)pyrimidine-5-carbonitrile